4-benzyloxy-6-chloro-3-iodo-2-methylpyridine C(C1=CC=CC=C1)OC1=C(C(=NC(=C1)Cl)C)I